2,2-bis(4-hydroxyphenyl)octane OC1=CC=C(C=C1)C(C)(CCCCCC)C1=CC=C(C=C1)O